1-[5-(2-fluorophenyl)-6-(3-fluoro-4-pyridyl)-1,2,4-triazin-3-yl]-3-(4-methoxyphenyl)urea FC1=C(C=CC=C1)C=1N=C(N=NC1C1=C(C=NC=C1)F)NC(=O)NC1=CC=C(C=C1)OC